tert-butyl N-[(9R,13S)-16-fluoro-3,9-dimethyl-8-oxo-3,4,7-triazatricyclo[12.3.1.02,6]octadeca-1(18),2(6),4,14,16-pentaen-13-yl]carbamate FC=1C=C2[C@H](CCC[C@H](C(NC=3C=NN(C3C(C1)=C2)C)=O)C)NC(OC(C)(C)C)=O